3,4-dichloro-N-{2-[(4,6-dimethoxypyrimidin-2-yl)oxy]benzyl}aniline methyl-(S)-2-benzyl-1,2,5-thiadiazolidine-3-carboxylate COC(=O)[C@H]1N(SNC1)CC1=CC=CC=C1.ClC=1C=C(NCC2=C(C=CC=C2)OC2=NC(=CC(=N2)OC)OC)C=CC1Cl